N1C(=NC2=C1C=CC=C2)C2=CC=CC(=N2)ON2CC1C(C2)CN(C1)C(=O)N1N=CCCC1=O (5-(6-(1H-benzo[d]imidazol-2-yl)pyridinyloxy)octahydropyrrolo[3,4-c]pyrrole-2-carbonyl)-4,5-dihydropyridazin-3(2H)-one